C(CCCCCCCCCCCCCCCCC)(=O)[N-]C(CCCCCCCCCCCCCCCCC)=O distearoylamide